4-(3-((2-((2-((4-methylpiperazin-1-yl)methyl)thiazol-4-yl)amino)-5-(trifluoromethyl)pyrimidin-4-yl)amino)propyl)-1,4-oxazepan-3-one CN1CCN(CC1)CC=1SC=C(N1)NC1=NC=C(C(=N1)NCCCN1C(COCCC1)=O)C(F)(F)F